3-bromo-2-((2R,3S,4S,5R)-3-(3,4-difluoro-2-methoxyphenyl)-4,5-dimethyl-5-(trifluoromethyl)tetrahydrofuran-2-yl)-5-fluoro-6-methylpyridin-4(1H)-one BrC1=C(NC(=C(C1=O)F)C)[C@@H]1O[C@]([C@H]([C@H]1C1=C(C(=C(C=C1)F)F)OC)C)(C(F)(F)F)C